FC(C=1C(=C(C=CC1)[C@@H](C)NC(=O)C1=CN(C(C=C1N[C@]12CN(C[C@@H]2C1)C)=O)C1(CC1)C(F)F)F)F N-((R)-1-(3-(difluoromethyl)-2-fluorophenyl)ethyl)-1-(1-(difluoromethyl)cyclopropyl)-4-(((1R,5S)-3-methyl-3-azabicyclo[3.1.0]hexan-1-yl)amino)-6-oxo-1,6-dihydropyridine-3-carboxamide